C1CCC2=C(C=CC=C12)C1=C(C=C2C(=N1)C(=NN2C(=O)OC(C)(C)C)C=2C=NC(=CC2)COS(=O)(=O)C)OC tert-Butyl 5-(2,3-dihydro-1H-inden-4-yl)-6-methoxy-3-(6-(((methylsulfonyl)oxy)methyl)pyridin-3-yl)-1H-pyrazolo[4,3-b]pyridine-1-carboxylate